CN[C@H]1CN(CCC1)C1=CC=CC(=N1)NC=1C2=C(C(=NC1)C1=C3C(=NC=C1)N(C=C3)C)CNC2=O 7-[[6-[(3R)-3-(methylamino)-1-piperidyl]-2-pyridyl]amino]-4-(1-methylpyrrolo[2,3-b]pyridin-4-yl)-2,3-dihydropyrrolo[3,4-c]pyridin-1-one